FC=1C(=NC=CC1)CC1N(C(C2=CC=CC=C12)=O)CC1=CC2=C(NC(O2)=O)C=C1 6-((1-((3-fluoropyridin-2-yl)methyl)-3-oxoisoindolin-2-yl)methyl)benzo[d]oxazol-2(3H)-one